FC1=C(OC2CCC(CC2)(C(=O)O)C)C=C(C(=C1)OC)C(N[C@H]1[C@H](CCC1)C(NC1=CC(=C(C=C1)F)S(F)(F)(F)(F)F)=O)=O (1S,4s)-4-(2-fluoro-5-(((1R,2S)-2-((4-fluoro-3-(pentafluoro-λ6-sulfaneyl)phenyl)carbamoyl)cyclopentyl)carbamoyl)-4-methoxyphenoxy)-1-methylcyclohexane-1-carboxylic acid